(S)-N-(4-(3-aminoprop-1-yn-1-yl)phenyl)-20-(2-(4-(4-chlorophenyl)-2,3,9-trimethyl-6H-thieno[3,2-f][1,2,4]triazolo[4,3-a][1,4]diazepin-6-yl)acetamido)-3,6,9,12,15,18-hexaoxaicosanamide NCC#CC1=CC=C(C=C1)NC(COCCOCCOCCOCCOCCOCCNC(C[C@H]1C=2N(C3=C(C(=N1)C1=CC=C(C=C1)Cl)C(=C(S3)C)C)C(=NN2)C)=O)=O